(2s)-4-(3-([1,1'-biphenyl]-4-yl)-4,4,4-trifluoro-3-(trifluoromethyl)butylsulfonimidoyl)-2-aminobutanoic acid C1(=CC=C(C=C1)C(CCS(=O)(=N)CC[C@@H](C(=O)O)N)(C(F)(F)F)C(F)(F)F)C1=CC=CC=C1